arachidonic acid 2-ethylhexyl ester C(C)C(COC(CCC\C=C/C\C=C/C\C=C/C\C=C/CCCCC)=O)CCCC